N-(5-formyl-8-((methyl-d3)amino)-2,7-naphthyridin-3-yl)cyclopropanecarboxamide C(=O)C1=C2C=C(N=CC2=C(N=C1)NC([2H])([2H])[2H])NC(=O)C1CC1